5-Methoxy-1,2,6-trimethyl-4-oxo-1,4-dihydropyridine COC=1C(C=C(N(C1C)C)C)=O